4-(4-(4-phenylpiperidin-1-yl)quinazolin-6-yl)pyridin-2-amine C1(=CC=CC=C1)C1CCN(CC1)C1=NC=NC2=CC=C(C=C12)C1=CC(=NC=C1)N